IC1=C(N(C(=C1)C#N)CC12CC3(CC(CC(C1)C3)C2)OC)C 3-iodo-5-cyano-1-{[3-methoxytricyclo[3.3.1.13,7]dec-1-yl]methyl}-2-methyl-1H-pyrrole